[Zn+2].FC(C(C(F)(F)F)(S(=O)(=O)[N-]S(=O)(=O)C(C(F)(F)F)(C(F)(F)F)F)F)(F)F.FC(C(C(F)(F)F)(F)S(=O)(=O)[N-]S(=O)(=O)C(C(F)(F)F)(C(F)(F)F)F)(F)F Bis((perfluoropropan-2-yl)sulfonyl)amide zinc